ClC=1C=CC2=C(N=C(O2)C2CC3(CC(C3)NC(=O)C=3OC(=CC3)CS(=O)(=N)CC)C2)C1 N-[6-(5-chloro-1,3-benzoxazol-2-yl)spiro[3.3]heptan-2-yl]-5-[(ethylsulfonimidoyl)methyl]furan-2-carboxamide